1,1,1-trifluoro-3-hydroxypropan-2-yl 6-(7-fluoro-4,5-dihydropyrazolo[1,5-a]quinolin-2-yl)-3-azabicyclo[3.1.0]hexane-3-carboxylate FC=1C=C2CCC=3N(C2=CC1)N=C(C3)C3C1CN(CC31)C(=O)OC(C(F)(F)F)CO